2-[4,7,10-tris(carboxymethyl)1,4,7,10-tetraazacyclododecan-1-yl]butanoic acid C(=O)(O)CN1CCN(CCN(CCN(CC1)CC(=O)O)CC(=O)O)C(C(=O)O)CC